COC1=C(C(=CC=C1)OC)C1=CC(=NN1CC(C)C)C(=O)N[C@H](C(=O)NCC(CC)O)CCC1=CC=CC=C1 (2S)-2-{[5-(2,6-dimethoxyphenyl)-1-(2-methylpropyl)-1H-pyrazol-3-yl]formamido}-N-(2-hydroxybutyl)-4-phenylbutanamide